FC1=CC=C(C=C1)C(C#CC1=CC=CC=C1)(O)C1=CC=C(C=C1)F 1,1-bis(4-fluorophenyl)-3-phenylprop-2-yn-1-ol